C1(CC1)C1=NN(C(=C1SCC)C1=NC2=C(C=NC(=C2)C(F)(F)F)N1C)C1=CC=NC=C1 2-(3-cyclopropyl-4-(ethylthio)-1-(pyridin-4-yl)-1H-pyrazol-5-yl)-3-methyl-6-(trifluoromethyl)-3H-imidazo[4,5-c]pyridine